CC1=C(C=C(C(=C1)C)C1=NO[C@H]2[C@@H]1CCC2)NS(=O)(=O)C(F)(F)F N-[2,4-Dimethyl-5-[(3aR,6aR)-3a,5,6,6a-tetrahydro-4H-cyclopent[d]isoxazol-3-yl]phenyl]-1,1,1-trifluoromethanesulfonamide